(+/-)-1-acetyl-2,4,5-triphenyl-4,5-dihydroimidazole C(C)(=O)N1C(=NC(C1C1=CC=CC=C1)C1=CC=CC=C1)C1=CC=CC=C1